C(C(C)(C)C)(=O)OCO[C@@H]1[C@H](O[C@]([C@@H]1O)(C1=CC=C2C(=NC=NN21)NC(=O)OCCCCC)C#N)CO (((2R,3S,4R,5R)-5-cyano-4-hydroxy-2-(hydroxymethyl)-5-(4-(((pentyloxy)carbonyl)amino)pyrrolo[2,1-f][1,2,4]triazin-7-yl)tetrahydrofuran-3-yl)oxy)methyl pivalate